N-(3-(((7-(1H-Pyrazol-4-yl)-2,3-dihydrofuro[3,2-c]pyridin-4-yl)amino)methyl)phenyl)-1-methyl-1H-indazol-3-carboxamid N1N=CC(=C1)C=1C2=C(C(=NC1)NCC=1C=C(C=CC1)NC(=O)C1=NN(C3=CC=CC=C13)C)CCO2